(Z)-11-heptadecenyl acetate C(C)(=O)OCCCCCCCCCC\C=C/CCCCC